ClC=1C=C(CC2=C(SC=C2)COC)C=CC1 (3-chlorobenzyl)-2-(methoxymethyl)thiophene